ethyl 2-[(1S,3S)-3-methanesulfonamido-1-(([cis-4-(4-methoxypyrimidin-2-yl)cyclohexyl]oxy)methyl)cyclopentyl]-1,3-oxazole-4-carboxylate CS(=O)(=O)N[C@@H]1C[C@@](CC1)(CO[C@@H]1CC[C@@H](CC1)C1=NC=CC(=N1)OC)C=1OC=C(N1)C(=O)OCC